C(C)(C)(C)OC(=O)N1CCC(CC1)N1N=C2C(=CC(=CC2=C1)B1OC(C(O1)(C)C)(C)C)F.OC1=C(C(=O)N2CCNCC2)C=CC=C1 4-(2-hydroxybenzoyl)piperazine tert-butyl-4-[7-fluoro-5-(4,4,5,5-tetramethyl-1,3,2-dioxaborolan-2-yl)indazol-2-yl]piperidine-1-carboxylate